(2S,3S,4R)-1-O-(α-D-galactosyl)-2-(N-tricosanoylamino)-1,3,4-heptanetriol [C@H]1([C@H](O)[C@@H](O)[C@@H](O)[C@H](O1)CO)OC[C@@H]([C@@H]([C@@H](CCC)O)O)NC(CCCCCCCCCCCCCCCCCCCCCC)=O